C(C)(C)[C@@H]1C=C[C@](CC1)(O)C trans-4-isopropyl-1-methyl-cyclohex-2-en-1-ol